NC=1C(=NN(C1N)CCO)C 4,5-diamino-1-(β-hydroxyethyl)-3-methylpyrazole